tert-butyl (2S,4R)-2-(((S)-3-methylmorpholinyl)methyl)-4-(4-(trifluoromethyl)phenoxy)pyrrolidine-1-carboxylate C[C@@H]1N(CCOC1)C[C@H]1N(C[C@@H](C1)OC1=CC=C(C=C1)C(F)(F)F)C(=O)OC(C)(C)C